4-(3-bromo-4-fluorophenyl)-3-(4-((1,1-dihydroxyisothiazolin-5-yl)methoxy)-1,2,5-oxadiazol-3-yl)-1,2,4-oxadiazol-5(4H)-one BrC=1C=C(C=CC1F)N1C(=NOC1=O)C1=NON=C1OCC1CC=NS1(O)O